C(C)(C)(C)OC(=O)NC=1SC=C(N1)/C(/C(=O)ON1C(CCC1=O)=O)=N/OC1(COC1)C(=O)OC(C)(C)C tert-butyl 3-{[(Z)-(1-{2-[(tert-butoxycarbonyl)amino]-1,3-thiazol-4-yl}-2-[(2,5-dioxopyrrolidin-1-yl)oxy]-2-oxoethylidene)amino]oxy}oxetane-3-carboxylate